4H-spiro[pyran-3,2'-pyrido[2,1-f]pyrrolo[2,1-c][1,2,4]triazine]-8',10'-dione C1C2(CC3=NN4C(C(N31)=O)=CC(C=C4)=O)COC=CC2